ClC1=C(C(=CC=C1)Cl)CCC=1C=C2CCC(C2=CC1C)N1CC(C1)(O)C [5-[2-(2,6-dichlorophenyl)ethyl]-6-methyl-indan-1-yl]-3-methyl-azetidin-3-ol